C(C)(C)(C)OC(NCCCN)=O (3-amino-propyl)-carbamic acid tert-butyl ester